(2S,4R)-N-((R)-3-([1,1'-biphenyl]-4-yl)-1-amino-1-oxopropan-2-yl)-1-((S)-2-azido-3-methylbutanoyl)-4-hydroxypyrrolidine-2-carboxamide C1(=CC=C(C=C1)C[C@H](C(=O)N)NC(=O)[C@H]1N(C[C@@H](C1)O)C([C@H](C(C)C)N=[N+]=[N-])=O)C1=CC=CC=C1